(6-methyl-2-(2,2,2-trifluoroethoxy)pyrimidin-4-yl)methanamine CC1=CC(=NC(=N1)OCC(F)(F)F)CN